C1(=CC=CC=C1)C1=CC=C(C=O)C=C1 4-Phenylbenzaldehyde